O(S(=O)(=O)C(F)(F)F)CC(COC1OCCCC1)(F)F (2,2-difluoro-3-tetrahydropyran-2-yloxy-propyl) triflate